Cl.N[C@@H](CC1=CC=C(C=C1)O)C(=O)N L-Tyrosinamide HCl